methyl-5''-phenyldispiro[1,3-dioxolane-2,1'-cyclohexane-4',3''-indol]-2''-one CC1=C2C3(C(NC2=CC=C1C1=CC=CC=C1)=O)CCC1(CC3)OCCO1